2,3-dimethyl-3-hydroxybutyric acid CC(C(=O)O)C(C)(O)C